N[C@@H]1[C@@H](OCC12CCN(CC2)C=2C(NC(=CN2)SC2=C(C(NC=C2)=O)Cl)=O)C 3-((3S,4S)-4-amino-3-methyl-2-oxa-8-azaspiro[4.5]decan-8-yl)-6-((3-chloro-2-oxo-1,2-dihydropyridin-4-yl)thio)pyrazin-2(1H)-one